(Z)-2-(chloromethoxy)-1-morpholinodiazene-1-oxide ClCO\N=[N+](\N1CCOCC1)/[O-]